1-(4-(4,4-Dimethylpiperidin-1-yl)phenyl)-5-fluoro-4-(trifluoromethyl)-1H-indazol-6-ol CC1(CCN(CC1)C1=CC=C(C=C1)N1N=CC2=C(C(=C(C=C12)O)F)C(F)(F)F)C